N1=NC=C2N1C=C(C=C2)NC(=O)[C@@H]2O[C@]([C@H]([C@H]2C2=C(C(=C(C=C2)F)C(F)F)OC)C)(C(F)(F)F)C |o1:12,14,15,16| rel-(2R,3S,4S,5R)-N-([1,2,3]triazolo[1,5-a]pyridin-6-yl)-3-(3-(difluoromethyl)-4-fluoro-2-methoxyphenyl)-4,5-dimethyl-5-(trifluoromethyl)tetrahydrofuran-2-carboxamide